C1(CC1)C1=NN(C(=C1)C)CC1CC2(CN(C2)C(=O)N2CC3(C2)CC(C3)N3N=C(N=C3)C(F)(F)F)C1 [6-[(3-cyclopropyl-5-methyl-pyrazol-1-yl)methyl]-2-azaspiro[3.3]heptan-2-yl]-[6-[3-(trifluoromethyl)-1,2,4-triazol-1-yl]-2-azaspiro[3.3]heptan-2-yl]methanone